5-((1-(2,6-dioxopiperidin-3-yl)-2,5-dioxo-2,5-dihydro-1H-pyrrol-3-yl)amino)pentanoic acid O=C1NC(CCC1N1C(C(=CC1=O)NCCCCC(=O)O)=O)=O